N6-[(2R)-2-amino-2-(2-chlorophenyl)ethyl]-N4-tert-butyl-1-methyl-pyrazolo[3,4-d]pyrimidine-4,6-diamine N[C@@H](CNC1=NC(=C2C(=N1)N(N=C2)C)NC(C)(C)C)C2=C(C=CC=C2)Cl